FC(C1=C(C(=C(C=C1)C=1OCC(N1)(C)C)C)SC)F 2-[4-(Difluoromethyl)-2-methyl-3-(methylsulfanyl)phenyl]-4,4-dimethyl-4,5-dihydro-1,3-oxazol